C(#N)C1=CC(=CC=2N=C(OC21)C=2C(=C(C=CC2)C2=C(C(=CC=C2)C=2OC1=C(N2)CN(C1)C(CN(C)C)=O)C)C)CN1C[C@@](CC1)(C(=O)O)C (R)-1-((7-cyano-2-(3'-(5-(dimethylglycyl)-5,6-dihydro-4H-pyrrolo[3,4-d]oxazol-2-yl)-2,2'-dimethyl-[1,1'-biphenyl]-3-yl)benzo[d]oxazol-5-yl)methyl)-3-methylpyrrolidine-3-carboxylic acid